(2-(S-methylsulfonimidoyl)pyridin-4-yl)-4-(trifluoromethyl)-1H-pyrazole-5-carboxamide CS(=O)(=N)C1=NC=CC(=C1)N1N=CC(=C1C(=O)N)C(F)(F)F